2,2-Bis-(4-hydroxy-3-tert.-butylphenyl)-propan OC1=C(C=C(C=C1)C(C)(C)C1=CC(=C(C=C1)O)C(C)(C)C)C(C)(C)C